L-prolyl-N-[(S)-{[16,20-difluoro-2,3,4,5-tetrahydro-12H-17,13-(azeno)-11,7-(metheno)-1,6,12,14-benzodioxadiazacyclononadecin-9-yl]methyl}(methyl)oxo-lambda6-sulfanylidene]-L-valinamide N1[C@@H](CCC1)C(=O)N[C@@H](C(C)C)C(=O)N=[S@](=O)(C)CC=1C=C2OCCCCOC3=C(C=4C(=CN=C(NC(C1)=C2)N4)F)C=CC(=C3)F